hexamethylenebisstearic acid amide C(CCCCCCCCCCCCCCCCCCCCCCCCCCCCCCCCCCCCCCCCC(=O)N)(=O)N